tert-butyl (1-(4-aminophenyl)-1-oxo-5,8,11,14,17,20,23-heptaoxa-2-azapentacosan-25-yl)carbamate NC1=CC=C(C=C1)C(NCCOCCOCCOCCOCCOCCOCCOCCNC(OC(C)(C)C)=O)=O